O1C=2N(CC1)N=CC2 dihydropyrazolo[5,1-b]oxazole